3-[4-[5-[5-[(6,7-difluoro-4-methylsulfinyl-1H-indol-5-yl)oxy]-2-fluoro-phenyl]-1-methyl-1,2,4-triazol-3-yl]-4-methyl-chroman-8-yl]propanoic acid FC1=C(C(=C2C=CNC2=C1F)S(=O)C)OC=1C=CC(=C(C1)C1=NC(=NN1C)C1(CCOC2=C(C=CC=C12)CCC(=O)O)C)F